2-{5-[4-{3-methylpyrazolo[1,5-a]pyridin-2-yl}-1H,4H,5H,6H,7H-imidazo[4,5-c]pyridine-5-carbonyl]-1,3,4-oxadiazol-2-yl}pyridine CC=1C(=NN2C1C=CC=C2)C2N(CCC1=C2N=CN1)C(=O)C1=NN=C(O1)C1=NC=CC=C1